C1(CC1)CN1CC2=CC(=CC=C2CC1)N(C=1C=CC(N(C1)CC)=O)C(C)C 5-((2-(cyclopropylmethyl)-1,2,3,4-tetrahydroisoquinolin-7-yl)(isopropyl)amino)-1-ethylpyridin-2(1H)-one